ClC(C1=NC(=NO1)C1=CC=C(C=C1)C(CS(=O)(=O)C=1C=NC=NC1)=O)(F)F 1-(4-(5-(Chlorodifluoromethyl)-1,2,4-oxadiazol-3-yl)phenyl)-2-(pyrimidin-5-ylsulfonyl)ethan-1-on